2-(2-Fluoropyridin-3-yl)-2-oxoacetic acid ethyl ester C(C)OC(C(=O)C=1C(=NC=CC1)F)=O